ClC=1C=C(C=CC1F)C(C=1NC=C(N1)CS(=O)(=O)C)C1=CC(=C(C=C1)F)Cl 2-(bis(3-chloro-4-fluorophenyl)methyl)-4-((methylsulfonyl)methyl)-1H-imidazole